COC1=CC=C(C=C1)C(CC(=O)O)CC(=O)O 3-(4-methoxyphenyl)glutaric acid